C(C=C)(=O)OC=1C=C(OC1)C=O 4-acryloyloxyfuraldehyde